2-(2,2-difluoro-1-methylcyclopropyl)naphthalene FC1(C(C1)(C)C1=CC2=CC=CC=C2C=C1)F